The molecule is an ammonium ion resulting from the addition of a proton to the free base of SIS3. It is a conjugate acid of a SIS3 free base. [H+].CN1C(=C(C2=C1N=CC=C2)/C=C/C(=O)N3CCC4=CC(=C(C=C4C3)OC)OC)C5=CC=CC=C5